methyl heptacosanate C(CCCCCCCCCCCCCCCCCCCCCCCCCC)(=O)OC